C(C)C1=NC=C(C(=N1)NC=1C2=C(NN1)C(N(C2)C(=O)N2CC(N(C[C@@H]2C)C)CCO)(C)C)F 2-((5S)-4-{[3-[(2-ethyl-5-fluoropyrimidin-4-yl)amino]-6,6-dimethyl-4,6-dihydropyrrolo[3,4-c]pyrazol-5(1H)-yl]carbonyl}-1,5-dimethylpiperazin-2-yl)ethanol